2,3-Dichloro-quinoxaline ClC1=NC2=CC=CC=C2N=C1Cl